(R)-5-(5-(pyridin-3-yl)-1H-pyrrolo[2,3-b]pyridin-3-yl)-N-(1,1,1-trifluoropropan-2-yl)pyrazolo[1,5-a]pyridine-3-carboxamide N1=CC(=CC=C1)C=1C=C2C(=NC1)NC=C2C2=CC=1N(C=C2)N=CC1C(=O)N[C@@H](C(F)(F)F)C